OC1=CC=C(C=C1)CC(=O)OC methyl 2-(4-hydroxyphenyl)-acetate